4-fluoro-2-methoxy-5-(prop-1-en-2-yl)pyridine FC1=CC(=NC=C1C(=C)C)OC